(5-Bromo-2-fluorophenyl)(8-chloroimidazo[1,2-a]pyrazin-3-yl)methanol BrC=1C=CC(=C(C1)C(O)C1=CN=C2N1C=CN=C2Cl)F